CC1(C(C(CC(=C1)C)(O)C)O)O 1,3,5-trimethylbenzene-triol